5-(N-tert-butoxycarbonylamino)-2-thiazolecarboxylic acid C(C)(C)(C)OC(=O)NC1=CN=C(S1)C(=O)O